[C@H]12CN(C[C@H](CC1)N2)C2=NC(=NC1=C(C(=CC=C21)C2=CC=CC1=CC=CC(=C21)Cl)F)OCC21CCCN1CCC2 4-((1R,5S)-3,8-diazabicyclo[3.2.1]octan-3-yl)-7-(8-chloronaphthalen-1-yl)-8-fluoro-2-((tetrahydro-1H-pyrrolizin-7a(5H)-yl)methoxy)quinazoline